FC1=C(N)C=CC(=C1)C=1OC(=NN1)C1=CC=CC=C1 2-fluoro-4-(5-phenyl-1,3,4-oxadiazol-2-yl)aniline